NC1CCN(CC1)CC1=CC=C(C=C1)C=1C=C2C(=NC1)NC=C2C(=O)C=2C(=C(C=CC2F)NS(=O)(=O)N2CCCC2)F N-[3-[5-[4-[(4-amino-1-piperidyl)methyl]phenyl]-1H-pyrrolo[2,3-b]pyridine-3-carbonyl]-2,4-difluoro-phenyl]pyrrolidine-1-sulfonamide